C(C)OC=1C=2N(C=CC1)C=C(N2)[C@@]21CO[C@@](CC2)(C1)C 8-ethoxy-2-((1S,4R)-1-methyl-2-oxabicyclo[2.2.1]Hept-4-yl)imidazo[1,2-a]Pyridine